cis-2-(3-amino-5-(tert-butyl)-1H-pyrazol-1-yl)cyclobutan-1-ol NC1=NN(C(=C1)C(C)(C)C)[C@@H]1[C@@H](CC1)O